2,5-dimethylhex-2-enamide CC(C(=O)N)=CCC(C)C